potassium tetrafluoroaluminate-ethanol C(C)O.F[Al-](F)(F)F.[K+]